C12(CC3CC(CC(C1)C3)C2)C2=CC=C(C=C2)S(=O)(=O)Cl 4-(1-adamantyl)benzenesulfonyl chloride